(5r,8r)-4-(benzyloxy)-8-(2-(2-(2-(2-hydroxyethoxy)ethoxy)ethoxy)ethoxy)-3-mesityl-1-oxaspiro[4.5]dec-3-en-2-one C(C1=CC=CC=C1)OC1=C(C(OC12CCC(CC2)OCCOCCOCCOCCO)=O)C2=C(C=C(C=C2C)C)C